3-bromopiperidin-4-one hydrochloride Cl.BrC1CNCCC1=O